FC(C1=C(C=CC(=C1)C(F)(F)F)C(CC)N1N=CC(=C1)NC(=O)C1=NOC(=C1)C1=NC=CC=C1)(F)F N-(1-(1-(2,4-bis(trifluoromethyl)phenyl)propyl)-1H-pyrazol-4-yl)-5-(pyridin-2-yl)isoxazole-3-carboxamide